ClC1=CC=C(C=C1)C=1SC(=C(N1)COC1=CC(=CC2=C1C=C(O2)C=2N=C1SC(=CN1C2)OC)OC)C 6-(4-((2-(4-chlorophenyl)-5-methylthiazol-4-yl)methoxy)-6-methoxybenzofuran-2-yl)-2-methoxyimidazo[2,1-b]thiazole